BrC=1C(=C2C(=NC1)NC(=N2)C2=C(N(C(=C2)C)C2=C(C(=CC=C2)NS(=O)(=O)C)C)C)NC=2C=C(C=CC2)S(=O)(=O)N 3-((6-bromo-2-(2,5-dimethyl-1-(2-methyl-3-(methylsulfonylamino)phenyl)-1H-pyrrol-3-yl)-3H-imidazo[4,5-b]pyridin-7-yl)amino)benzenesulfonamide